Cl.C[C@@H]1CN(CCN1)CC(=O)N1CCC2=CC=C(C=C12)OC(F)(F)F 2-((R)-3-Methyl-piperazin-1-yl)-1-(6-trifluoromethoxy-2,3-dihydro-indol-1-yl)-ethanone hydrochloride salt